CC1(CC1)CN1N=CC(=C1)C=1C=CC(=NC1C1=CC=C2C=CC=NC2=C1)C#N 5-{1-[(1-methylcyclopropyl)methyl]-1H-pyrazol-4-yl}-6-quinolin-7-ylpyridine-2-carbonitrile